4-((12-(caproyloxy)octadec-9-en-1-yl)oxy)-4-oxobutanoic acid C(CCCCC)(=O)OC(CC=CCCCCCCCCOC(CCC(=O)O)=O)CCCCCC